NS(C=1SC=CC1)(=O)=NC([C@H](CC(C)C)NC(OC(C)(C)C)=O)=O tert-butyl ((2S)-1-((amino(oxo)(thiophen-2-yl)-λ6-sulfanylidene)amino)-4-methyl-1-oxopentan-2-yl)carbamate